N-(1-methylcyclopropyl)-5-oxo-1,2,4,5-tetrahydroimidazo[1,2-a]quinazoline-7-sulfonamide CC1(CC1)NS(=O)(=O)C=1C=C2C(NC=3N(C2=CC1)CCN3)=O